(S)-5-(5-methyl-3,4,5,6-tetrahydropyridin-2-yl)-2-(1,2,2,6,6-Pentamethylpiperidin-4-yl)benzo[d]thiazole C[C@H]1CCC(=NC1)C=1C=CC2=C(N=C(S2)C2CC(N(C(C2)(C)C)C)(C)C)C1